C1(=CC=CC2=CC=CC=C12)N=C=NC1=CC=CC2=CC=CC=C12 bis-naphthylcarbodiimide